3,5-dimethylbenzamidine formate salt C(=O)O.CC=1C=C(C(=N)N)C=C(C1)C